(Z)-N-[1-[(2-chloropyrimidin-5-yl)methyl]-2-pyridylidene]-2,2,2-trifluoro-acetamide ClC1=NC=C(C=N1)CN1\C(\C=CC=C1)=N/C(C(F)(F)F)=O